C(C=C)(=O)O.C(C=C)(=O)O.C(C=C)(=O)O.C=CC propylene triacrylate